[Na+].C(N)([S-])=S.N(CCO)CCO diethanolamine dithiocarbamate sodium salt